C(C=C)(=O)N1C[C@@H](N(CC1)C1=C(C(N(C2=NC(=C(C=C12)F)C1=C(C=CC=C1O)F)C=1C(=NC=CC1C)C(C)C)=C=O)C#N)C 4-((S)-4-propenoyl-2-methylpiperazin-1-yl)-6-fluoro-7-(2-fluoro-6-hydroxyphenyl)-1-(2-isopropyl-4-methylpyridin-3-yl)-2-carbonyl-1,2-dihydro-1,8-naphthyridine-3-carbonitrile